N-((1S,4r)-4-(((2S,5R)-5-((R)-(3-Fluorophenyl)(hydroxy)methyl)pyrrolidin-2-yl)methyl)cyclohexyl)acetamide hydrochloride Cl.FC=1C=C(C=CC1)[C@@H]([C@H]1CC[C@H](N1)CC1CCC(CC1)NC(C)=O)O